[W].[F] Fluorine Tungsten